(trifluoromethyl)-3,4-dihydro-2H-pyrano[2,3-b]pyridine-2-carboxamide FC(F)(F)C1(CCC=2C(=NC=CC2)O1)C(=O)N